CC=1C(=CC(=C(CN[C@@H](CO)C(=O)O)C1)OCC=1C=NC=C(C1)C#N)OCC1=C(C(=CC=C1)C1=C2CCN(C2=CC=C1)CCCN1CCC(CC1)(C(=O)O)O)Cl N-(5-methyl-2-((5-cyanopyridin-3-yl)methoxy)-4-(3-(1-(3-(4-Hydroxy-4-carboxypiperidin-1-yl)propyl)indoline-4-yl)-2-chlorobenzyloxy)benzyl)-L-serine